3-methyl-2-(o-tolyl)pyridine CC=1C(=NC=CC1)C1=C(C=CC=C1)C